(Z)-4-(3-(4-(benzyloxy)-1H-indol-3-yl)pyrrolidin-1-yl)-N'-hydroxybutyramidine C(C1=CC=CC=C1)OC1=C2C(=CNC2=CC=C1)C1CN(CC1)CCC/C(=N/O)/N